OC1CN(C1)C(=O)O[C@@H]1CC[C@H](CC1)C(N(C[C@@H]1CC[C@H](CC1)C1=CC(=C(C=C1)OC)C)C1=NC=CC(=C1)C=1C=NC(=NC1)N(C)C)=O trans-4-((4-(2-(Dimethylamino)pyrimidin-5-yl)pyridin-2-yl)((trans-4-(4-methoxy-3-methylphenyl) cyclohexyl)methyl) carbamoyl)cyclohexyl 3-hydroxyazetidine-1-carboxylate